The molecule is zwitterionic form of L-lupinic acid having an anionic carboxy group and a protonated nitrogen. It is a conjugate acid of a L-lupinate. It is a tautomer of a L-lupinic acid. C/C(=C\\CNC1=C2C(=NC=N1)N(C=N2)C[C@@H](C(=O)[O-])[NH3+])/CO